O[C@@H](CC)C1=CC(=C(C=N1)C=1C=NC2=CC(=NC=C2C1)NC(=O)C1CC1)C N-(3-{6-[(1S)-1-hydroxypropyl]-4-methylpyridin-3-yl}-1,6-naphthyridin-7-yl)cyclopropanecarboxamide